FC(C1=CC=C(C=N1)NC1=NC=C(C(=O)N)C=C1)(F)F 6-((6-(trifluoromethyl)pyridin-3-yl)amino)nicotinamide